C(C)C1CCC(CC1)C1=CC=C(C=C1)C1=CCC(CC1)C1CCC(CC1)CCC 1-(4-ethylcyclohexyl)-4-[4-(4-propylcyclohexyl)cyclohex-1-en-1-yl]benzene